4-(3-bromophenyl)sulfonyl-N-(1-thiophen-2-ylethyl)piperazine-1-carboxamide BrC=1C=C(C=CC1)S(=O)(=O)N1CCN(CC1)C(=O)NC(C)C=1SC=CC1